n-hexyl (2-methylhexyl) phthalate C(C=1C(C(=O)OCC(CCCC)C)=CC=CC1)(=O)OCCCCCC